methyl (2S,3S,4S,5R,6S)-3,4,5-tris(acetyloxy)-6-{4-[(1S)-2-{[(tert-butoxy)carbonyl]amino}-1-{[(4-nitrophenoxy)carbonyl]oxy}ethyl]-2-nitrophenoxy}oxane-2-carboxylate C(C)(=O)O[C@@H]1[C@H](O[C@H]([C@@H]([C@H]1OC(C)=O)OC(C)=O)OC1=C(C=C(C=C1)[C@@H](CNC(=O)OC(C)(C)C)OC(=O)OC1=CC=C(C=C1)[N+](=O)[O-])[N+](=O)[O-])C(=O)OC